N1=CC=CC2=C(N=CC=C12)N[C@H]1C[C@H](CCC1)NC1=CC=CC=2N1C=C(N2)C(F)(F)F (1R,3S)-N1-(1,6-naphthyridin-5-yl)-N3-(2-(trifluoromethyl)imidazo[1,2-a]pyridin-5-yl)cyclohexane-1,3-diamine